ClCC(=O)C1=CC=C(C=C1)C(F)(F)F 2-chloro-1-(4-trifluoromethylphenyl)ethanone